O=C1N(C(C=C1)=O)CCC(=O)N[C@H](C(=O)N[C@H](C(=O)NC1=CC=C(C=C1)C[N+]1(CCOCC1)CC(=O)O)C)C(C)C 2-[4-[[4-[[(2S)-2-[[(2S)-2-[3-(2,5-dioxopyrrol-1-yl)propanoylamino]-3-methyl-butanoyl]amino]propanoyl]amino]phenyl]methyl]morpholin-4-ium-4-yl]acetic acid